ClC1=C(C(=O)NC2=C3C=NN(C3=CC=C2)C2=CC=C(C=C2)F)C=C(C=C1)CNC(C(CO)(C)C)=O 2-chloro-N-[1-(4-fluorophenyl)-1H-indazol-4-yl]-5-{[(3-hydroxy-2,2-dimethylpropionyl)amino]methyl}benzamide